2-[4-[4-[2-(2-azaspiro[3.3]heptan-6-yl)ethynyl]phenoxy]-3-bromo-phenyl]propan-2-ol C1NCC12CC(C2)C#CC2=CC=C(OC1=C(C=C(C=C1)C(C)(C)O)Br)C=C2